CC(=CCC/C(=C/CO)/C)C 2E-Geraniol